OC1NC(C2=CC=C(C=C12)NS(=O)(=O)C)=O N-(3-hydroxy-1-oxo-2,3-dihydro-1H-isoindol-5-yl)methanesulfonamide